(S)-3-(1-(6-(3-Methoxytetrahydrofuran-3-yl)-4-methylpyridin-2-yl)-6-ureido-1H-pyrazolo[4,3-c]pyridin-3-yl)cyclobutane-1-carboxamide CO[C@]1(COCC1)C1=CC(=CC(=N1)N1N=C(C=2C=NC(=CC21)NC(=O)N)C2CC(C2)C(=O)N)C